(S)-1-(2-(6-fluoro-1H-indole-3-carbonyl)thiazol-4-yl)propyl 4-(4-methylpiperazin-1-yl)butanoate dihydrochloride Cl.Cl.CN1CCN(CC1)CCCC(=O)O[C@@H](CC)C=1N=C(SC1)C(=O)C1=CNC2=CC(=CC=C12)F